2-amino-4-(butylamino)-6-((5-methoxy-1,2,3,4-tetrahydroisoquinolin-7-yl)methyl)pyrimidine NC1=NC(=CC(=N1)NCCCC)CC1=CC(=C2CCNCC2=C1)OC